6-chloro-7-(difluoromethylthio)-N-[5-(2-fluoroethoxy)-4,6-dimethoxy-pyrimidin-2-yl]-1H-indole-3-sulfonamide ClC1=CC=C2C(=CNC2=C1SC(F)F)S(=O)(=O)NC1=NC(=C(C(=N1)OC)OCCF)OC